BrC1=CC=C(C=C1)C=1N=C2N(C=CC=C2)C1CN1CC2C(C1)CN(C2)C(=O)C2=C(C=CC(=C2)F)Cl [5-{[2-(4-Bromophenyl)imidazo[1,2-a]pyridin-3-yl]methyl}hexahydropyrrolo[3,4-c]pyrrol-2(1H)-yl](2-chloro-5-fluorophenyl)methanone